BrC=1C(=C(C(=CC1)[N+](=O)[O-])SC)F (3-bromo-2-fluoro-6-nitrophenyl)(methyl)sulfane